(R)-1-(3-((2,2'-dimethyl-3'-(3-(phenethylamino)propoxy)-[1,1'-biphenyl]-3-yl)oxy)propyl)pyrrolidin-3-ol CC1=C(C=CC=C1OCCCN1C[C@@H](CC1)O)C1=C(C(=CC=C1)OCCCNCCC1=CC=CC=C1)C